amino-sodium N[Na]